N-(5,6-dichloro-9-(1H-pyrazol-4-yl)-2,3-dihydro-1H-pyrrolo[1,2-a]indol-1-yl)-2-hydroxyacetamide ClC1=C(C=CC=2C(=C3N(C12)CCC3NC(CO)=O)C=3C=NNC3)Cl